tert-butyl 2-[[1-[5-[1-(2,6-dichlorobenzoyl)-3-[3-[[ethyl(methyl)sulfamoyl]amino]-2,6-difluoro-benzoyl]pyrrolo[2,3-b]pyridin-5-yl]pyrimidin-2-yl]-4-piperidyl]amino]acetate ClC1=C(C(=O)N2C=C(C=3C2=NC=C(C3)C=3C=NC(=NC3)N3CCC(CC3)NCC(=O)OC(C)(C)C)C(C3=C(C(=CC=C3F)NS(N(C)CC)(=O)=O)F)=O)C(=CC=C1)Cl